C(#N)C=1C(=C2C(=NC1)N(C=C2)S(=O)(=O)C2=CC=CC=C2)N[C@H]2CC(C[C@H]2CC)C2=C(C=1C(=NON1)C=C2)S(=O)(=O)N ((3S,4R)-3-((5-cyano-1-(benzenesulfonyl)-1H-pyrrolo[2,3-b]pyridin-4-yl)amino)-4-ethylcyclopentyl)benzo[c][1,2,5]oxadiazole-4-sulfonamide